NC=1C=C(C(=O)NCCN(C)C)C=C(C1)C(F)(F)F 3-amino-N-(2-(dimethylamino)ethyl)-5-(trifluoromethyl)benzamide